C(C)(=O)OCC1C(CC[C@H]2C(CCC[C@]12C)(C)C)=O ((4aS,8aS)-5,5,8a-trimethyl-2-oxodecahydronaphthalen-1-yl)methyl acetate